2,4,4-tetramethylcyclobutanedione CC1(C(=O)C(C1=O)(C)C)C